OC1=COC2=CC(=C(C(=C2C1=O)O)OC)O 3,5,7-trihydroxy-6-methoxy-4H-chromen-4-one